benzoyl-ethanone C(C1=CC=CC=C1)(=O)C(C)=O